The molecule is an alpha-amino-acid cation obtained by deprotonation of the carboxy group and protonation of the amino groups of (3S)-3-hydroxy-L-lysine: major species at pH 7.3. It is a conjugate acid of a (3S)-3-hydroxy-L-lysine. C(C[C@@H]([C@@H](C(=O)[O-])[NH3+])O)C[NH3+]